C1(=CC=CC=C1)CCC(C)O 4-phenylbutan-2-ol